FC1=C(C=CC(=C1C)F)CNC1CCN(CC1)C N-[(2,4-difluoro-3-methylphenyl)methyl]-1-methylpiperidin-4-amine